tert-butyl 4-((6-chloro-3-cyclopropylpyridazin-4-ylamino)methyl)piperidine-1-carboxylate ClC1=CC(=C(N=N1)C1CC1)NCC1CCN(CC1)C(=O)OC(C)(C)C